OC1=NC=CC=C1COC=1C=CC2=C(C(=C(S2)C)C(=O)N)C1 5-[(2-hydroxypyridin-3-yl)methoxy]-2-methyl-1-benzothiophene-3-carboxamide